tert-butyl ((S)-1-(((S)-1-(3-([1,1'-biphenyl]-4-ylmethyl)-1,2,4-oxadiazol-5-yl)-2-(1H-indol-3-yl)ethyl)amino)-3-(4-hydroxy-2,6-dimethylphenyl)-1-oxopropan-2-yl)carbamate C1(=CC=C(C=C1)CC1=NOC(=N1)[C@H](CC1=CNC2=CC=CC=C12)NC([C@H](CC1=C(C=C(C=C1C)O)C)NC(OC(C)(C)C)=O)=O)C1=CC=CC=C1